ClC=1C=C(C=C(C1OC=1C=C2CCN(C(C2=CC1)=O)CC1=CC(=C(C=C1)F)F)Cl)N1N=C(C(NC1=O)=O)C(=O)O 2-(3,5-dichloro-4-((2-(3,4-difluorobenzyl)-1-oxo-1,2,3,4-tetrahydroisoquinolin-6-yl)oxy)phenyl)-3,5-dioxo-2,3,4,5-tetrahydro-1,2,4-triazine-6-carboxylic acid